NC1=C(C=C(C=C1)CCCC(C(=O)O)(C)C)F 5-(4-amino-3-fluorophenyl)-2,2-dimethylpentanoic acid